N1C(=NC=C1)C1CCC2CC=CC(N12)=O 3-(1H-IMIDAZOL-2-YL)-2,3,8,8A-TETRAHYDROINDOLIZIN-5(1H)-ON